1-[5-(difluoromethylsulfanyl)-2-fluoro-phenyl]-3,3-dimethyl-N-(3-methyl-1,1-dioxo-thietan-3-yl)-2-oxo-indoline-5-carboxamide FC(F)SC=1C=CC(=C(C1)N1C(C(C2=CC(=CC=C12)C(=O)NC1(CS(C1)(=O)=O)C)(C)C)=O)F